BrCC=1C(=NOC1C)C 4-(bromomethyl)-3,5-dimethylisoxazole